C(C)(=O)OCCCCCCCCCC\C=C\CCBr (11E)-14-bromo-11-tetradecenyl acetate